NC[C@H](C1=CC(=CC=C1)Cl)NC(=O)C=1N=CN(C1)C1=NC(=NC=C1C)NC1=CC(=CC=C1)N1CCOCC1 (S)-N-(2-amino-1-(3-chlorophenyl)ethyl)-1-(5-methyl-2-((3-morpholino-phenyl)amino)pyrimidin-4-yl)-1H-imidazole-4-carboxamide